C(C)(=O)OOC(C)(C)CC tertiaryamyl peroxyacetate